4'-chloro-9'-(4-(hydroxymethyl)piperidin-1-yl)-5'H-spiro[cyclohexane-1,7'-indolo[1,2-a]quinazolin]-5'-one ClC=1C=2C(N=C3N(C2C=CC1)C1=CC=C(C=C1C31CCCCC1)N1CCC(CC1)CO)=O